2-(Diheptylamino)ethanol C(CCCCCC)N(CCO)CCCCCCC